(2,6-di-tert-butyl-4-methylphenyl)octylphenyl-pentaerythritol diphosphite OP(O)OP(O)O.C(C)(C)(C)C1=C(C(=CC(=C1)C)C(C)(C)C)CCCCCCCCC(O)(C(CO)(CO)CO)C1=CC=CC=C1